C12C(C3CC(CC(C1)C3)C2)NCCNC(=O)C2=CN(C(=C2C)C2=CC=C(C=C2)Cl)C2=C(C=C(C=C2)Cl)Cl N-(2-((1r,3r,5r,7r)-adamantan-2-ylamino)ethyl)-5-(4-chloro-phenyl)-1-(2,4-dichloro-phenyl)-4-methyl-1H-pyrrole-3-carboxamide